[dibenzyl((4R,5R)-5-methyl-2-phenyl-4,5-dihydro-4-oxazolyl)methyl] dicyclohexylphosphinite C1(CCCCC1)P(OC([C@@H]1N=C(O[C@@H]1C)C1=CC=CC=C1)(CC1=CC=CC=C1)CC1=CC=CC=C1)C1CCCCC1